1-(benzofuran-2-yl(1-butyl-1H-tetrazol-5-yl)methyl)-4-(2,3-dimethylphenyl)piperazine O1C(=CC2=C1C=CC=C2)C(N2CCN(CC2)C2=C(C(=CC=C2)C)C)C2=NN=NN2CCCC